N6'-(2-(1-(Cyclopropylsulfonyl)-1H-pyrazol-4-yl)pyrimidin-4-yl)-N4'-((1s,4s)-4-((2-fluoroethyl)amino)cyclohexyl)-[2,3'-bipyridine]-4',6'-diamine C1(CC1)S(=O)(=O)N1N=CC(=C1)C1=NC=CC(=N1)NC1=CC(=C(C=N1)C1=NC=CC=C1)NC1CCC(CC1)NCCF